3-(7,8-dihydrofuro[3,2-e][1,3]benzothiazol-2-yl)-5-methyl-octahydro-2H-imidazo[4,5-c]pyridin-2-one N1=C(SC2=C1C1=C(C=C2)OCC1)N1C(NC2C1CN(CC2)C)=O